N2-tert-butyl-6-cyclopropyl-7-{3-[(dimethylsulfamoyl)amino]phenyl}-3,4-dihydropyrrolo[1,2-a]pyrazine-2,8(1H)-dicarboxamide C(C)(C)(C)NC(=O)N1CC=2N(CC1)C(=C(C2C(=O)N)C2=CC(=CC=C2)NS(N(C)C)(=O)=O)C2CC2